ClC1=C2C(=NNC2=CC=C1)N1C[C@H]([C@@H](C1)F)F 4-chloro-3-((3R,4R)-3,4-difluoropyrrolidin-1-yl)-1H-indazole